BrC=1C=C2C=C(C(=NC2=CC1)OC)C(C(CCN(C)C)(O)C1=C2CCCC2=CC=C1)C1=CC=CC=C1 1-(6-Bromo-2-methoxyquinolin-3-yl)-2-(2,3-dihydro-1H-inden-4-yl)-4-(dimethylamino)-1-phenylbutan-2-ol